CC1OC(CN(C1)C1=CC=C(C=C1)C1(C(CCCC1)N)N)C 1-(4-(2,6-dimethylmorpholino)phenyl)cyclohexane-1,2-diamine